4-[4-(2-aminoethyl)phenyl]-3-[6-(3-fluoropropoxy)-2-methylpyrimidin-4-yl]oxybenzonitrile NCCC1=CC=C(C=C1)C1=C(C=C(C#N)C=C1)OC1=NC(=NC(=C1)OCCCF)C